C(C)(C)C1=NC(=CC=C1C=1C=C(C=2N(C1)C=CN2)C)N2CCC(CC2)N2CCNCC2 6-[2-isopropyl-6-(4-piperazin-1-yl-1-piperidyl)-3-pyridyl]-8-methyl-imidazo[1,2-a]pyridine